CC1=C(C(=CC(=C1)C)C)P(C1=C(C=C(C=C1C)C)C)Cl bis-(2,4,6-trimethylphenyl)-phosphorus chloride